(6R,13S,17S)-6-benzyl-2-(carboxymethyl)-4,7,15-trioxo-2,5,8,14,16-pentazanonadecane-1,13,17,19-tetracarboxylic acid C(C1=CC=CC=C1)[C@@H](NC(CN(CC(=O)O)CC(=O)O)=O)C(NCCCC[C@H](NC(N[C@@H](CCC(=O)O)C(=O)O)=O)C(=O)O)=O